[C@@H]1([C@H](O)[C@H](O)[C@@H](CO)O1)N1N=NC=2C(O)=NC=NC12 8-Azainosine